C1(CC1)C1=C(C(=NO1)C1=C(C=NC=C1Cl)Cl)/C=C/C12CCC(CC1)(CC2)CO (E)-(4-(2-(5-cyclopropyl-3-(3,5-dichloropyridin-4-yl)isoxazol-4-yl)vinyl)bicyclo[2.2.2]oct-1-yl)methanol